C(CN1COC2=C(C1)C=CC=C2)N2COC1=C(C2)C=CC=C1 3,3'-ethane-1,2-diylbis(3,4-dihydro-2H-1,3-benzoxazine)